SC=1C=C(C=CC1)NC(C)=O N-(3-mercaptophenyl)acetamide